4-[3-[[(2S)-2,3-dihydro-2,8-dimethyl-4H-1,4-benzoxazin-4-yl]carbonyl]phenyl]-2,4-dihydro-3H-1,2,4-triazol-3-one C[C@@H]1OC2=C(N(C1)C(=O)C=1C=C(C=CC1)N1C(NN=C1)=O)C=CC=C2C